C1(=CC(=CC=C1)C=1N=C(OC1)C1CN(CCC1)C#N)C1=CC=CC=C1 3-(4-([1,1'-biphenyl]-3-yl)oxazol-2-yl)piperidine-1-carbonitrile